3-(1-methyl-7-((R)-piperidin-3-yl)-1H-indazol-3-yl)piperidine-2,6-dione CN1N=C(C2=CC=CC(=C12)[C@@H]1CNCCC1)C1C(NC(CC1)=O)=O